(6S)-6-tert-butyl-N-[(1R)-1-[4-(2-oxo-1H-pyrimidin-5-yl)phenyl]-3-(1-piperidyl)propyl]-5,6,7,8-tetrahydrothieno[2,3-b]quinoline-2-carboxamide C(C)(C)(C)[C@@H]1CC=2C=C3C(=NC2CC1)SC(=C3)C(=O)N[C@H](CCN3CCCCC3)C3=CC=C(C=C3)C=3C=NC(NC3)=O